CS(=O)(=O)C1(CC1)C1=NSC(=N1)C(=O)N 3-(1-methylsulfonylcyclopropyl)-1,2,4-thiadiazole-5-carboxamide